BrC1=CN(C=2N=CNC(C21)=O)C2CC2 5-bromo-7-cyclopropyl-3,7-dihydro-4H-pyrrolo[2,3-d]pyrimidin-4-one